(1R)-3-[p-(2-Aminoethylaminocarbonyloxy)phenyl]dispiro[cyclohexane-1,3'-[1,2,4]trioxolane-5',2''-tricyclo[3.3.1.13,7]decane] NCCNC(=O)OC1=CC=C(C=C1)C1C[C@]2(OOC3(C4CC5CC(CC3C5)C4)O2)CCC1